CCOC(=O)[C@H]1N(C(CC1)=O)C(=O)OC(C)(C)C (2S)-5-oxopyrrolidine-1,2-dicarboxylic acid 1-tert-butyl 2-ethyl ester